3-((1-Chloro-4-(difluoromethyl)-2,2-difluoro-3,3-dihydroxy-2,3-dihydro-1H-inden-5-yl)oxy)-5-fluorobenzonitrile ClC1C(C(C2=C(C(=CC=C12)OC=1C=C(C#N)C=C(C1)F)C(F)F)(O)O)(F)F